diglycerol monomyristate C(CCCCCCCCCCCCC)(=O)O.OCC(O)CO.OCC(O)CO